C(C1=CC=CC=C1)OC(CC(=O)[O-])=O.[K+] potassium 3-(benzyloxy)-3-oxopropanoate